(S)-(1-amino-3-(4-bromo-2-methoxyphenyl)-1-oxopropan-2-yl)carbamic acid tert-butyl ester C(C)(C)(C)OC(N[C@H](C(=O)N)CC1=C(C=C(C=C1)Br)OC)=O